IC1=NNC2=C(N=C(C=C21)C(F)(F)F)CO [3-iodo-5-(trifluoromethyl)-1H-pyrazolo[3,4-c]pyridin-7-yl]methanol